CN=NC=O methyliminocarboxamide